ClC=1C=C(C=CC1OC)N=C=O 3-chloro-4-methoxylphenyl isocyanate